4-[2-(2-azaspiro[3.3]heptan-6-yl)-3-methyl-5-(1-methylindazol-5-yl)imidazol-4-yl]-5-methyl-1H-indazole C1NCC12CC(C2)C2=NC(=C(N2C)C2=C1C=NNC1=CC=C2C)C=2C=C1C=NN(C1=CC2)C